The molecule is a precorrin. It derives from a hydrogenobyrinic acid. It is a conjugate acid of a hydrogenobyrinic acid a,c-diamide(4-) and a hydrogenobyrinic acid a,c-diamide(2-). C/C/1=C/2\\[C@@]([C@@H](/C(=C/C3=N/C(=C(\\C4=N[C@H]([C@@H]([C@@]4(C)CCC(=O)O)CC(=O)O)[C@]5([C@@]([C@@H](C1=N5)CCC(=O)O)(C)CC(=O)N)C)/C)/[C@H](C3(C)C)CCC(=O)O)/N2)CCC(=O)O)(C)CC(=O)N